decane-4-carboxylate CCCC(CCCCCC)C(=O)[O-]